FC1=C(C(=CC(=C1)OC1CN(C1)CCCF)F)[C@H]1N([C@@H](CC2=C1NC1=CC=CC=C21)C)C(=O)C2(CC2)F [(1R,3R)-1-[2,6-difluoro-4-[1-(3-fluoropropyl)azetidin-3-yl]oxy-phenyl]-3-methyl-1,3,4,9-tetrahydropyrido[3,4-b]indol-2-yl]-(1-fluorocyclopropyl)methanone